4-(1-benzhydryl-3-methyl-azetidin-3-yl)morpholine C(C1=CC=CC=C1)(C1=CC=CC=C1)N1CC(C1)(C)N1CCOCC1